C1(CCCCC1)N(CCO)CC1=CC=C(C=C1)[C@H]1COC2=C(O1)C=CC=C2 2-(cyclohexyl{4-[(2S)-2,3-dihydro-1,4-benzodioxin-2-yl]benzyl}amino)ethanol